OC1(C(N(C2=CC=CC=C12)C(=O)N)([2H])[2H])C(F)(F)F 3-hydroxy-3-(trifluoromethyl)indole-2,2-d-1-carboxamide